3-(diphenylmethylene)-N-(4-(trifluoromethoxy)phenyl)piperidine-1-sulfonamide C1(=CC=CC=C1)C(=C1CN(CCC1)S(=O)(=O)NC1=CC=C(C=C1)OC(F)(F)F)C1=CC=CC=C1